3-((3-exo)-3-((5-fluoro-4-((5-methyl-1H-pyrazol-3-yl)amino)-7H-pyrrolo[2,3-d]pyrimidin-2-yl)amino)-8-azabicyclo[3.2.1]oct-8-yl)propionitrile FC1=CNC=2N=C(N=C(C21)NC2=NNC(=C2)C)NC2CC1CCC(C2)N1CCC#N